FC1=C(C(=C(C(=C1F)NC(=O)C1=C(N=CS1)C(=O)O)F)F)C1=CC(=CC=C1)OC([2H])([2H])[2H] 5-((2,3,5,6-tetrafluoro-3'-(methoxy-d3)-[1,1'-biphenyl]-4-yl)carbamoyl)thiazole-4-carboxylic acid